1-(1-naphthyloxy)naphthalene C1(=CC=CC2=CC=CC=C12)OC1=CC=CC2=CC=CC=C12